N[C@@H](C1=CC=CC=C1)CCO β-phenylalaninol